tert-butyl (R)-(6-(5-(((1-(3-fluorophenyl)ethoxy)carbonyl)amino)-1-methyl-1H-pyrazol-4-yl)-2-methylpyridin-3-yl)carbamate FC=1C=C(C=CC1)[C@@H](C)OC(=O)NC1=C(C=NN1C)C1=CC=C(C(=N1)C)NC(OC(C)(C)C)=O